ClC1=NC=C(C(=C1)C1=C(C=NC(=C1)C)C(=O)NC=1SC2=NC(=CC=C2N1)C1=CCCOC1)OC 4-(2-chloro-5-methoxy-4-pyridyl)-N-[5-(3,6-dihydro-2H-pyran-5-yl)thiazolo[5,4-b]pyridin-2-yl]-6-methyl-pyridine-3-carboxamide